NN1C(NN=C1CC)=S 4-amino-5-ethyl-2,4-dihydro-3H-1,2,4-triazole-3-thione